IC=1N(N=C2C=CC(=CC12)[N+](=O)[O-])COCC[Si](C)(C)C 3-iodo-5-nitro-2-((2-(trimethylsilyl)ethoxy)methyl)-2H-indazole